C1(CC1)[C@H]([C@@H](C(=O)OC)C)C1=CC=C2CC[C@@H](OC2=C1)C1CCN(CC1)CC=1C=C(C=CC1OC(F)(F)F)CCCCCCCCCCCCCCCCCCCC(=O)O 20-(3-((4-((R)-7-((1R,2S)-1-cyclopropyl-3-methoxy-2-methyl-3-oxopropyl)chroman-2-yl)piperidin-1-yl)methyl)-4-(trifluoromethoxy)phenyl)icosanoic acid